C(C)(C)S(=O)(=O)N1C[C@H](N(CC1)CC=1C=CC2=C(C(=NO2)N2C(NC(CC2)=O)=O)C1)C (R)-1-(5-((4-(isopropylsulfonyl)-2-methylpiperazin-1-yl)methyl)benzo[d]isoxazol-3-yl)dihydropyrimidine-2,4(1H,3H)-dione